1,3-Bis(isocyanatomethyl)-4-methylbenzol N(=C=O)CC1=CC(=C(C=C1)C)CN=C=O